[Li].ClC1=CC(=NC=C1)NC1=NC=NC(=C1)N 4-(4-Chloropyridin-2-yl)amino-6-aminopyrimidine Lithium